FC(C=1N=C2N(N=CC3=C2C(C[C@@H]3C(=O)NC3=CC(=NC=C3)C(F)(F)F)(C)C)C1)F (S)-2-(difluoromethyl)-9,9-dimethyl-N-(2-(trifluoromethyl)pyridin-4-yl)-8,9-dihydro-7H-cyclopenta[d]imidazo[1,2-b]pyridazine-7-carboxamide